4-oxo-N-phenylbut-2-enamine O=CC=CCNC1=CC=CC=C1